F.C(C)P(CC)CCCCCCCCCCCCCCCCCCCCCC P,P-diethyl-behenylphosphine hydrofluoride